ClC(C(OCC=C)=N)(Cl)Cl O-allyl 2,2,2-trichloroacetimidate